7-bromo-4-oxo-1-(prop-2-yl)-1,4-dihydroquinoline-3-carbaldehyde BrC1=CC=C2C(C(=CN(C2=C1)C(C)C)C=O)=O